COC1=C(CNC=2C(N(C(=CN2)C2=CC=CC=C2)CC(=O)OC)=O)C=CC(=C1)OC methyl 2-(3-((2,4-dimethoxybenzyl)amino)-2-oxo-6-phenylpyrazin-1(2H)-yl)acetate